2-((2-(3-ethoxyphenyl)-1-isobutyl-1H-imidazol-4-yl)amino)-5-(thiophen-2-yl)nicotinic acid C(C)OC=1C=C(C=CC1)C=1N(C=C(N1)NC1=C(C(=O)O)C=C(C=N1)C=1SC=CC1)CC(C)C